The molecule is a derivative of L-alanine having a 2-sulfoethyl group attached to the alpha-nitrogen. It is a D-alanine derivative, a D-alpha-amino acid and an organosulfonic acid. It derives from a taurine. It is a conjugate acid of a tauropinate(1-). C[C@H](C(=O)O)NCCS(=O)(=O)O